oxabicyclo[2.1.0]pentane C12OCC2C1